CC1(OCC(CO1)CN1C=C(C2=CC=C(C=C12)C=O)C=1C=C(C#N)C=CC1)C 3-(1-((2,2-dimethyl-1,3-dioxan-5-yl)methyl)-6-formyl-1H-indol-3-yl)benzonitrile